Nitroso phosphate (phosphite) P(O)(O)O.P(=O)(ON=O)(O)O